2,2-diethoxy-1-hexanophenone C(C)OC(C(=O)C1=CC=CC=C1)(CCCC)OCC